Cl.N[C@H](C(=O)O)CC1CC=C(CC1)C1=NC(=NC(=C1)O[C@@H](C(F)(F)F)C1=CC=C(C=C1)C1=CC(=CC=C1)OCC)N (2S)-2-amino-3-(4-(2-amino-6-((R)-1-(3'-ethoxy-[1,1'-biphenyl]-4-yl)-2,2,2-trifluoroethoxy)pyrimidin-4-yl)cyclohex-3-en-1-yl)propanoic acid hydrochloride